5-(4-Cyclohexylphenyl)-3-(3-(fluoromethyl)azetidine-1-carbonyl)-7-oxo-4,7-dihydropyrazolo[1,5-a]pyrimidine-2-carboxamide C1(CCCCC1)C1=CC=C(C=C1)C=1NC=2N(C(C1)=O)N=C(C2C(=O)N2CC(C2)CF)C(=O)N